ethyl (S)-3-(5-(2,6-dimethylphenyl)thiophen-2-yl)-3-(3-(4-hydroxy-1,6-dimethyl-2-oxo-1,2-dihydropyridin-3-yl)ureido)propanoate CC1=C(C(=CC=C1)C)C1=CC=C(S1)[C@H](CC(=O)OCC)NC(=O)NC=1C(N(C(=CC1O)C)C)=O